(S)-(2-((1-amino-3-(3-boronothiophene-2-carboxamido)-1-oxopropan-2-yl)carbamoyl)thiophen-3-yl)boronic acid NC([C@H](CNC(=O)C=1SC=CC1B(O)O)NC(=O)C=1SC=CC1B(O)O)=O